Racemic-trans-6-(5-chloropyridin-3-yl)-4-(3,4-dimethylbenzyl)-4-azaspiro[2.4]heptane-7-carbonitrile ClC=1C=C(C=NC1)[C@@H]1CN(C2(CC2)[C@H]1C#N)CC1=CC(=C(C=C1)C)C |r|